3-Pentylamino-2-methyl-propan C(CCCC)NCC(C)C